2-((4-((2-aminopyridin-4-yl)oxy)-3-chlorophenyl)amino)-N-(4-fluorophenyl)nicotinamide NC1=NC=CC(=C1)OC1=C(C=C(C=C1)NC1=C(C(=O)NC2=CC=C(C=C2)F)C=CC=N1)Cl